FC(C=1C=CC=2N(C1)C(=CN2)C2=NC=CC(=N2)N2CC(OCC2)C=2C=NNC2)F 4-[2-[6-(difluoromethyl)imidazo[1,2-a]pyridin-3-yl]pyrimidin-4-yl]-2-(1H-pyrazol-4-yl)morpholine